ethyl (E)-4-(2-(2-(dimethylamino)-2-oxoethoxy)-5-(1H-indazol-4-yl)-3-methoxyphenyl)-4-oxobut-2-enoate CN(C(COC1=C(C=C(C=C1OC)C1=C2C=NNC2=CC=C1)C(/C=C/C(=O)OCC)=O)=O)C